6-[1-(4-fluorophenyl)cyclopropyl]-4-hydroxypyridazin-3(2H)-one FC1=CC=C(C=C1)C1(CC1)C=1C=C(C(NN1)=O)O